dodecyl-bis(hydroxyethyl)methyl-ammonium chloride [Cl-].C(CCCCCCCCCCC)[N+](C)(CCO)CCO